ClC=1C=C(NC2(CCC3(N(CC4=CC(=CC=C34)F)C[C@H](CO)C)CC2)C(=O)O)C=CC1 4-(3-Chloroanilino)-5'-fluoro-2'-[(2R)-3-hydroxy-2-methylpropyl]-2',3'-dihydrospiro[cyclohexane-1,1'-isoindole]-4-carboxylic acid